N[C@@H](C)C1(CC1)C1=C(C=2N=C(N=C(C2S1)NCC=1OC=CC1)Cl)C (S)-6-(1-(1-aminoethyl)cyclopropyl)-2-chloro-N-(furan-2-ylmethyl)-7-methylthieno[3,2-d]pyrimidin-4-amine